C(CC(CCCC#N)C#N)C#N 1,3,6-hexanetricarbonitrile